C(C=C)N1N(C2=NC(=NC=C2C1=O)NC1=CC=C2C=NN(C2=C1)C)C1=CC=CC(=N1)OC1CCN(CC1)C(=O)OC(C)(C)C tert-butyl 4-((6-(2-allyl-6-((1-methyl-1H-indazol-6-yl)amino)-3-oxo-2,3-dihydro-1H-pyrazolo[3,4-d]pyrimidin-1-yl)pyridin-2-yl)oxy)piperidine-1-carboxylate